(3S,4R)-4-(hydroxymethyl)-1-(2-(pyridin-3-yl)-6-(4-(trifluoromethyl)phenyl)pyrimidin-4-yl)pyrrolidin-3-ol OC[C@@H]1[C@@H](CN(C1)C1=NC(=NC(=C1)C1=CC=C(C=C1)C(F)(F)F)C=1C=NC=CC1)O